C(C)(C)(C)OC(=O)NC(C(=O)O)CO 2-((tert-butoxycarbonyl)amino)-3-hydroxypropionic acid